dipotassium dioxido(dioxo)osmium [O-][Os](=O)(=O)[O-].[K+].[K+]